hydroxy-7-ketocholanic acid OC(C(=O)O)C[C@@H](C)[C@H]1CC[C@H]2[C@@H]3C(CC4CCCC[C@]4(C)[C@H]3CC[C@]12C)=O